N-(1-cyanocyclopropyl)-4-(4-(cyclopropanecarbonyl)piperazin-1-yl)-9-(5-cyclopropyl-1,3,4-thiadiazol-2-yl)-9H-pyrimido[4,5-b]indole-7-sulfonamide C(#N)C1(CC1)NS(=O)(=O)C1=CC=C2C3=C(N(C2=C1)C=1SC(=NN1)C1CC1)N=CN=C3N3CCN(CC3)C(=O)C3CC3